1-((3R,5R,8R,9S,10S,13S,14S,17S)-13-ethyl-3-hydroxy-3,10-dimethylhexadecahydro-1H-cyclopenta[a]phenanthren-17-yl)-2-(5-methyl-2H-tetrazol-2-yl)ethan-1-one C(C)[C@@]12[C@H](CC[C@H]1[C@@H]1CC[C@@H]3C[C@](CC[C@@]3([C@H]1CC2)C)(C)O)C(CN2N=C(N=N2)C)=O